2-Allyl-4-penten-1-amine C(C=C)C(CN)CC=C